N-(5-Bromo-2-(2-(1-methylpyrrolidin-2-yl)ethoxy)pyridin-3-yl)cyclopropanesulfonamide BrC=1C=C(C(=NC1)OCCC1N(CCC1)C)NS(=O)(=O)C1CC1